(2-(4-Acryloylpiperazin-1-yl)-2-oxoethyl)-6-chloro-2-(2,6-dichlorophenyl)pyrido[2,3-b]pyrazin-3(4H)-one C(C=C)(=O)N1CCN(CC1)C(CN1C2=C(N=C(C1=O)C1=C(C=CC=C1Cl)Cl)C=CC(=N2)Cl)=O